C(C)OC(=O)C1=C(SC(=C1C1=CC=CC=C1)C1=NN(C=C1)C(C)C)NC(=O)OC(C)(C)C.CC1=C(C(=O)C=2C(NC3=CC=CC=C3C2)=O)C=CC=C1 2-methylbenzoyl-quinolinone ethyl-2-((tert-butoxycarbonyl)amino)-5-(1-isopropyl-1H-pyrazol-3-yl)-4-phenylthiophene-3-carboxylate